Cl.Cl.N[C@H](CCCCN)C(=O)N1CCC(CC1)SCC1=NC2=C(C=CC=C2C(N1)=O)C (((1-(D-lysyl)piperidin-4-yl)thio)methyl)-8-methylquinazolin-4(3H)-one dihydrochloride